C(C)(CCC)=O sec-pentanal